Trans-dimethylsilanediyl-[2-methyl-4-(3,5-di-tert-butylphenyl)-5-methoxy-6-tert-butyl-inden-1-yl][2-methyl-4-(4-tert-butylphenyl)-5,6,7-trihydro-s-indacen-1-yl]zirconium dichloride [Cl-].[Cl-].C[Si](=[Zr+2](C1=C(C=C2C(C=3CCCC3C=C12)C1=CC=C(C=C1)C(C)(C)C)C)C1C(=CC2=C(C(=C(C=C12)C(C)(C)C)OC)C1=CC(=CC(=C1)C(C)(C)C)C(C)(C)C)C)C